4-(2-chlorotetrafluoroethyltetrafluoro-λ6-sulfanyl)phenyl acetate C(C)(=O)OC1=CC=C(C=C1)S(F)(F)(F)(F)C(C(Cl)(F)F)(F)F